BrC=1C(=C(C(=O)O)C=C(C1)[N+](=O)[O-])C 3-bromo-2-methyl-5-nitrobenzoic acid